((2-methylpyridin-3-yl)methyl)glycinate CC1=NC=CC=C1CNCC(=O)[O-]